1-(2-trimethylsilylethyl)-pyrrole C[Si](CCN1C=CC=C1)(C)C